1H-benzimidazol-2-yl-[5-fluoro-2-(methoxymethoxy)phenyl]methanamine N1C(=NC2=C1C=CC=C2)C(N)C2=C(C=CC(=C2)F)OCOC